((3-(benzyloxy)-1-(difluoromethyl)cyclobutyl)methoxy)(tert-butyl)diphenylsilane methyl-(E)-2-[2-(3-n-propyloxyphenoxy)phenyl]-3-methoxyacrylate COC(\C(=C\OC)\C1=C(C=CC=C1)OC1=CC(=CC=C1)OCCC)=O.C(C1=CC=CC=C1)OC1CC(C1)(C(F)F)CO[Si](C1=CC=CC=C1)(C1=CC=CC=C1)C(C)(C)C